(S)-3-(4-(2-(2-acetyl-1,2,3,4-tetrahydropyrrolo[1,2-a]pyrazine-6-carboxamido)-2-cycloheptylacetamido)phenyl)-2,4-dimethylpyridine 1-oxide C(C)(=O)N1CC=2N(CC1)C(=CC2)C(=O)N[C@H](C(=O)NC2=CC=C(C=C2)C=2C(=[N+](C=CC2C)[O-])C)C2CCCCCC2